NC=1C=C(C=CC1F)C1CC1N1C(CCC=C1)=O (+)-1-(1-(3-amino-4-fluorophenyl)-3-cyclopropyl)-3,4-dihydropyridin-2(1H)-one